4-(4-((1R,5S)-8-acryloyl-3,8-diazabicyclo[3.2.1]octan-3-yl)-8-fluoro-2-((tetrahydro-1H-pyrrolizin-7a(5H)-yl)methoxy)pyrido[4,3-d]pyrimidin-7-yl)-5-ethynyl-6-fluoro-2-naphthonitrile C(C=C)(=O)N1[C@H]2CN(C[C@@H]1CC2)C=2C1=C(N=C(N2)OCC23CCCN3CCC2)C(=C(N=C1)C1=CC(=CC2=CC=C(C(=C12)C#C)F)C#N)F